4-(1-{(R)-2-Amino-1-[p-(trifluoromethyl)phenyl]ethyl}-1H-pyrazol-4-yl)-3-(p-chlorophenyl)-2-pyridinamine NC[C@@H](C1=CC=C(C=C1)C(F)(F)F)N1N=CC(=C1)C1=C(C(=NC=C1)N)C1=CC=C(C=C1)Cl